CN1N=CC(=C1)C=1C=C(C=C(C1)[N+](=O)[O-])NC(OC1CCC1)=O Cyclobutyl (3-(1-methyl-1H-pyrazol-4-yl)-5-nitrophenyl)carbamate